[Si](C1=CC=CC=C1)(C1=CC=CC=C1)(C(C)(C)C)OCCN 2-((tert-butyldiphenylsilyl)oxy)ethanamine